ClC1=C(C=C2C(=NN=C(C2=C1)N1CCN(CC1)CC=C)[C@H](C)C1=CC=CC=C1)C1=C(C=CC=C1O)F 1-(4-(7-Chloro-6-(2-fluoro-6-hydroxyphenyl)-4-((1R)-1-phenylethyl)-1-phthalazinyl)-1-piperazinyl)-2-propen